tribenzyl-diazobenzene C(C1=CC=CC=C1)C1=C(C(C(C=C1)=[N+]=[N-])CC1=CC=CC=C1)CC1=CC=CC=C1